5-((((3S,4S)-8-(6-amino-5-((2-amino-3-chloropyridin-4-yl)thio)pyrazin-2-yl)-3-methyl-2-Oxa-8-azaspiro[4.5]decane-4-yl)amino)methyl)-2-(2,6-dioxopiperidin-3-yl)isoindoline NC1=C(N=CC(=N1)N1CCC2([C@@H]([C@@H](OC2)C)NCC=2C=C3CN(CC3=CC2)C2C(NC(CC2)=O)=O)CC1)SC1=C(C(=NC=C1)N)Cl